(S)-(4-(4-bromopyrazolo[1,5-a]pyridin-2-yl)-1,4,6,7-tetrahydro-5H-imidazo[4,5-c]pyridin-5-yl)(5-(1-methyl-1H-pyrazol-4-yl)-1,3,4-oxadiazol-2-yl)methanone BrC=1C=2N(C=CC1)N=C(C2)[C@H]2N(CCC1=C2N=CN1)C(=O)C=1OC(=NN1)C=1C=NN(C1)C